Cl.CN(CCCCl)C 3-dimethylamino-1-propyl chloride hydrochloride